C1(=CC=CC2=CC=CC=C12)C=1OC(=CN1)C1=CC=CC=C1 2-(1-naphthyl)-5-phenyl-oxazole